(carboxymethyl) disulfide C(=O)(O)CSSCC(=O)O